1-(1-(3-(1H-imidazol-4-yl)pyridin-2-yl)piperidin-4-yl)-4-methylpiperazine N1C=NC(=C1)C=1C(=NC=CC1)N1CCC(CC1)N1CCN(CC1)C